NC1=NC=C(C=N1)C=1C=C(C=CC1)[C@H](C)N1C(N=CC=C1C=1C=CC2=C(C(=CO2)Cl)C1)C N-[(1S)-1-[3-(2-aminopyrimidin-5-yl)phenyl]ethyl]-6-(3-chloro-1-benzofuran-5-yl)-2-methylpyrimidin